ClC1=CC2=C(N(C=N2)C(=O)NCCC2=CC=CC=C2)C=C1C1=NC=CC=C1 5-chloro-N-phenethyl-6-(pyridin-2-yl)-1H-benzo[d]Imidazole-1-carboxamide